Cl.NC(C(=O)N1CCN(CC1)C(=O)NC1=NC(N(C=C1)C1=CC=C(C=C1)CN1C[C@H](CC1)CN)=O)(C)C 4-(2-Amino-2-methylpropanoyl)-N-[1-(4-{[(3R)-3-(aminomethyl)pyrrolidin-1-yl]methyl}phenyl)-2-oxo-1,2-dihydropyrimidin-4-yl]piperazine-1-carboxamide hydrochloride salt